S1C=NC2=C1C=CC(=C2)NC2=CC=NC1=CC(=CC=C21)C2=CC=C(C(=O)NC1CCNCC1)C=C2 4-(4-(benzo[d]thiazol-5-ylamino)quinolin-7-yl)-N-(piperidin-4-yl)benzamide